C(C)OC(=O)C1(CCCCC1)C1(CCCCC1)C(COCC)=O 1-(ethoxycarbonyl)-1-(ethoxyacetylcyclohexyl)cyclohexane